1-(4-(7-(6-amino-3-methylpyridin-2-yl)-6-chloroquinazolin-4-yl)piperazin-1-yl)prop-2-en-1-one NC1=CC=C(C(=N1)C1=C(C=C2C(=NC=NC2=C1)N1CCN(CC1)C(C=C)=O)Cl)C